Cl.FC=1C=CC(=C(C1)C1=CC(=C(N1C)C)C(=O)N(C1=CC=CC=C1)C1=CC=C(C=C1)O)C(=O)N1CC2=CC=CC=C2C[C@H]1CN1CCOCC1 5-(5-Fluoro-2-{[(3S)-3-(morpholin-4-ylmethyl)-3,4-dihydroisoquinolin-2(1H)-yl]carbonyl}phenyl)-N-(4-hydroxyphenyl)-1,2-dimethyl-N-phenyl-1H-pyrrole-3-carboxamide hydrochloride